C(CCCCCO)O 1,6-hexanedi-ol